ClC=1C=CC(=C2C=CC(NC12)=O)OC 8-chloro-5-methoxyquinolin-2(1H)-one